CC1=NOC(=C1C1=CC2=C(N(C(=N2)[C@@H]2CCC(N2)=O)C2CS(CCC2)(=O)=O)C=C1)C (5S)-5-(5-(3,5-dimethylisoxazol-4-yl)-1-(1,1-dioxidotetrahydro-2H-thiopyran-3-yl)-1H-benzo[d]imidazol-2-yl)pyrrolidin-2-one